5-[6-(7,8-dimethyl-[1,2,4]triazolo[4,3-b]pyridazin-6-yl)-7,8-dihydro-5H-1,6-naphthyridin-3-yl]-2-methyl-thiazole CC1=C(C=2N(N=C1N1CC=3C=C(C=NC3CC1)C1=CN=C(S1)C)C=NN2)C